methyl 9-(5-hydroxy-2-methylphenyl)-6,7-dihydro-5H-benzo[7]annulene-3-carboxylate OC=1C=CC(=C(C1)C1=CCCCC2=C1C=CC(=C2)C(=O)OC)C